4-(5-(4,4,5,5-tetramethyl-1,3,2-dioxaborolan-2-yl)pyridin-2-yl)thiomorpholine CC1(OB(OC1(C)C)C=1C=CC(=NC1)N1CCSCC1)C